N[C@H](C1=NC2=C(N1)C=C(C=C2)[C@H](NC(CC2CC(C2)(F)F)=O)C2CC2)C2CC(OCC2)(C)C N-((1R)-(2-((1S)-Amino(2,2-dimethyltetrahydro-2H-pyran-4-yl)methyl)-1H-benzo[d]imidazol-6-yl)(cyclopropyl)methyl)-2-(3,3-difluorocyclobutyl)acetamide